ClC1=NC=C(C(=C1)N1CCC(CC1)(C)CO)C#CC=1C=NN(C1)C1CN(C1)C (1-(2-chloro-5-((1-(1-methylazetidin-3-yl)-1H-pyrazol-4-yl)ethynyl)pyridin-4-yl)-4-methylpiperidin-4-yl)methanol